nitrophenyl-pyrazole compound with iron [Fe].[N+](=O)([O-])C=1C(=NNC1)C1=CC=CC=C1